9,9',9'',9'''-(3-(benzo[d]thiazol-2-yl)-6-(6-methylpyridin-2-yl)benzene-1,2,4,5-tetrayl)tetrakis(9H-carbazole-3,6-dicarbonitrile) S1C(=NC2=C1C=CC=C2)C=2C(=C(C(=C(C2N2C1=CC=C(C=C1C=1C=C(C=CC21)C#N)C#N)N2C1=CC=C(C=C1C=1C=C(C=CC21)C#N)C#N)C2=NC(=CC=C2)C)N2C1=CC=C(C=C1C=1C=C(C=CC21)C#N)C#N)N2C1=CC=C(C=C1C=1C=C(C=CC21)C#N)C#N